CCCCCC\C=C/CCCC (Z)-7-dodecene